NC1=C(C2=C(OCCO2)C=C1)N[C@H]1CN(CCCC1)C(=O)OC(C)(C)C (R)-tert-butyl 3-(6-amino-2,3-dihydrobenzo[b][1,4]dioxin-5-ylamino)azepane-1-carboxylate